3-methyl-1-(3-(4-(2-(trifluoromethyl)phenyl)piperidin-1-carbonyl)-1,4,5,7-tetrahydro-6H-pyrazolo[3,4-c]pyridin-6-yl)butan-1-one CC(CC(=O)N1CC2=C(CC1)C(=NN2)C(=O)N2CCC(CC2)C2=C(C=CC=C2)C(F)(F)F)C